2-fluoro-5-((methyl(piperidin-4-yl)amino)meth-yl)benzonitrile FC1=C(C#N)C=C(C=C1)CN(C1CCNCC1)C